3-[4-(3-fluoropropyl)phenyl]Azetidine-1-carboxylic acid tert-butyl ester C(C)(C)(C)OC(=O)N1CC(C1)C1=CC=C(C=C1)CCCF